3-(formamidylthio)-1-propanesulfonic acid C(=O)NSCCCS(=O)(=O)O